1-(4-(4-(6-chloroimidazo[1,2-b]pyridazin-3-yl)pyridin-2-yl)piperazin-1-yl)ethanone ClC=1C=CC=2N(N1)C(=CN2)C2=CC(=NC=C2)N2CCN(CC2)C(C)=O